O,O-bis(isobutyl) S-hydrogen phosphorothioate P(OCC(C)C)(OCC(C)C)(S)=O